C(C)(C)C1=CC(=NC=N1)N1C[C@@H](CCC1)C1=CN=C2N1C=CC=C2 (R)-3-(1-(6-isopropylpyrimidin-4-yl)piperidin-3-yl)imidazo[1,2-a]pyridine